NC1=C(SC2=NC(=C(C=C21)F)OC)C(=O)OC methyl 3-amino-5-fluoro-6-methoxythieno[2,3-b]pyridine-2-carboxylate